CN1CC(=CCC1)C1=NC(=CC=C1)[N+](=O)[O-] 1'-methyl-6-nitro-1',2',5',6'-tetrahydro-2,3'-bipyridine